1-((1S,3R)-3-((5-cyano-4-(1-(2,2-difluoroethyl)-1H-pyrazol-4-yl)pyrimidin-2-yl)amino)cyclohexyl)-4-methyl-1H-imidazo[4,5-c]pyridine-7-carbonitrile C(#N)C=1C(=NC(=NC1)N[C@H]1C[C@H](CCC1)N1C=NC=2C(=NC=C(C21)C#N)C)C=2C=NN(C2)CC(F)F